pyridyl-imidazobenzodiazepine propionate salt C(CC)(=O)O.N1=C(C=CC=C1)C=1N=NC=2C(=CC1)C=CC=1C2N=CN1